1-[(triethoxysilyl)methyl]-1H-pyrrole C(C)O[Si](OCC)(OCC)CN1C=CC=C1